1-(6-fluoro-1-oxoisoindolin-2-yl)dihydropyrimidine-2,4(1h,3h)-dione FC1=CC=C2CN(C(C2=C1)=O)N1C(NC(CC1)=O)=O